4-chloro-3-(5-fluoro-1H-pyrazol-1-yl)aniline ClC1=C(C=C(N)C=C1)N1N=CC=C1F